C1(=CC=CC=C1)NC=1C(=C(N2C1C(NCC2)=O)COCC(F)(F)F)C2=CC=NC=C2 8-(phenylamino)-7-(pyridin-4-yl)-6-((2,2,2-trifluoroethoxy)methyl)-3,4-dihydropyrrolo[1,2-a]pyrazin-1(2H)-one